exo-N-{[2-(cyclopropylmethoxy)phenyl]methyl}-5-fluoro-1a,6b-dihydro-1H-cyclopropa[b][1]benzofuran-1-carboxamide C1(CC1)COC1=C(C=CC=C1)CNC(=O)C1C2OC3=C(C21)C=C(C=C3)F